spiro[fluorene-9,9'-xanthene]-2-Carbonitrile C1=CC=CC=2OC3=CC=CC=C3C3(C12)C1=CC=CC=C1C=1C=CC(=CC13)C#N